1,1-dimethylsilinan-4-amine C[Si]1(CCC(CC1)N)C